FCC(=C(F)F)F 1,2,3,3-tetrafluoro-2-propene